(4S)-4,7'-dimethyl-3',4'-dihydro-1'H-spiro[pyrrolidine-3,2'-[1,8]naphthyridine]-1-carboxylic acid tert-butyl ester C(C)(C)(C)OC(=O)N1CC2(NC3=NC(=CC=C3CC2)C)[C@H](C1)C